2-oxo-2-[rac-(2R,5R)-5-ethyl-2-methyl-1-piperidyl]acetamide O=C(C(=O)N)N1[C@@H](CC[C@H](C1)CC)C |r|